4-(8-(4-methoxyphenyl)-4-(2-(3-methylbenzylidene)hydrazinyl)quinazolin-2-yl)morpholine COC1=CC=C(C=C1)C=1C=CC=C2C(=NC(=NC12)N1CCOCC1)NN=CC1=CC(=CC=C1)C